C(C)C=1C=C(C=CC1)C=1C=C(C(=NC1)C(=O)NCCOCCNCC(=O)N1CCN(CC1)C(C1=C(C=CC(=C1)CC1=NNC(C2=CC=CC=C12)=O)F)=O)OC 5-(3-ethylphenyl)-N-[2-[2-[[2-[4-[2-fluoro-5-[(4-oxo-3H-phthalazin-1-yl)methyl]benzoyl]piperazin-1-yl]-2-oxo-ethyl]amino]ethoxy]ethyl]-3-methoxy-pyridine-2-carboxamide